IC=1N=NNC1 4-iodo-1H-1,2,3-triazole